(2R,4S,5R)-N-((S)-1-(((6-Amino-2-methylpyridin-3-yl)methyl)amino)-1-oxopropan-2-yl)-4-benzyl-5-ethylpyrrolidine-2-carboxamide Di-trifluoroacetate salt FC(C(=O)O)(F)F.FC(C(=O)O)(F)F.NC1=CC=C(C(=N1)C)CNC([C@H](C)NC(=O)[C@@H]1N[C@@H]([C@H](C1)CC1=CC=CC=C1)CC)=O